(s)-5-chloro-2-(1-cyclopropyl-ethyl)-7-iodoisoindolin-1-one ClC=1C=C2CN(C(C2=C(C1)I)=O)[C@@H](C)C1CC1